Diacephenanthryleno[5,4-b:5',4'-k]chrysene C1=C2C=C3C4=C(C2=CC=C1)C=CC=C4C=4C3=CC=3C=CC1=C2C=C5C(=CC2=CC=C1C3C4)C4=CC3=CC=CC=C3C=3C=CC=C5C34